5-fluoro-N6-(1,2,3,5,6,7-hexahydro-s-indacen-4-yl)-1H-pyrazolo[3,4-b]pyridine-3,6-diamine FC=1C=C2C(=NC1NC1=C3CCCC3=CC=3CCCC13)NN=C2N